(2R)-2-Amino-4-methyl-N-[4-(1H-pyrrolo[2,3-b]pyridin-4-yl)-3-(trifluoromethyl)phenyl]pentanamide N[C@@H](C(=O)NC1=CC(=C(C=C1)C1=C2C(=NC=C1)NC=C2)C(F)(F)F)CC(C)C